(S)-2-((((9H-fluoren-9-yl)methoxy)carbonyl)amino)-3-(7-(1-methyl-1H-pyrazol-4-yl)-1H-indol-3-yl)propanoic acid C1=CC=CC=2C3=CC=CC=C3C(C12)COC(=O)N[C@H](C(=O)O)CC1=CNC2=C(C=CC=C12)C=1C=NN(C1)C